CC1(N(CCC(C1)N1CCCCC1)C(=O)NCCCCC1=CC=CC=C1)C 2,2-dimethyl-N-(4-phenylbutyl)-4-(1-piperidinyl)piperidine-1-carboxamide